OCCOCCOC(C(C1=CC=CC=C1)=O)=O oxo-phenylacetic acid 2-[2-hydroxy-ethoxy]-ethyl ester